mono-tertiary butyl octadecanedioate C(CCCCCCCCCCCCCCCCC(=O)[O-])(=O)OC(C)(C)C